(S)-tert-butyl (4-oxo-2,3,4,5-tetrahydropyrido[3,2-b][1,4]oxazepin-3-yl)carbamate O=C1NC2=C(OC[C@@H]1NC(OC(C)(C)C)=O)C=CC=N2